BrC1=C(C(=C(C=C1)\C(=C(/C(=O)N)\C1=C(C(=C(C=C1)Br)Br)Br)\C(=O)O)Br)Br bis(tribromophenyl)fumaric acid amide